ClC1=C2CCCN(C2=CC(=C1)C(=C)C)C 5-chloro-1-methyl-7-(prop-1-en-2-yl)-3,4-dihydroquinolin